The molecule is a member of the class of phenylureas that is urea in which one of the nitrogens has been substituted by a 5-tert-butyl-1,2-oxazol-3-yl group, while the other has been substituted by a 3-fluoro-4-hydroxyphenyl group, the hydroxy group has been converted to the corresponding 1H-pyrazolo[3,4-d]pyrimidin-4-yl ether. It is an FLT3 (fms-like tyrosine kinase 3)and Wnt/beta-catenin signaling inhibitor. It has a role as a tyrosine kinase inhibitor and a Wnt signalling inhibitor. It is a member of phenylureas, a pyrazolopyrimidine, an aromatic ether, a member of isoxazoles and a member of monofluorobenzenes. CC(C)(C)C1=CC(=NO1)NC(=O)NC2=CC(=C(C=C2)OC3=NC=NC4=C3C=NN4)F